CCCCCCCCC(CCCCCCCC)OC(CCCBr)=O 4-bromobutyric acid heptadecan-9-yl ester